1-(2-fluoro-4-methoxyphenyl)cyclobutan-1-ol FC1=C(C=CC(=C1)OC)C1(CCC1)O